2-[(4-{2-[(2,3-dihydro-1H-inden-2-yl)amino]pyrimidin-5-yl}-1-(2-oxo-2-{1H,4H,5H,6H,7H-[1,2,3]triazolo[4,5-c]pyridin-5-yl}ethyl)-1H-pyrazol-3-yl)oxy]acetic acid C1C(CC2=CC=CC=C12)NC1=NC=C(C=N1)C=1C(=NN(C1)CC(N1CC2=C(CC1)NN=N2)=O)OCC(=O)O